aminoethyl-dimethylamine maleate C(\C=C/C(=O)O)(=O)O.NCCN(C)C